ClC=1C=C2C(=NC(=NC2=C(C1C1=CC(=CC2=CC=CC=C12)O)F)NC1COCC1)N1CCN(CC1)C(C=C)=O 1-(4-(6-chloro-8-fluoro-7-(3-hydroxy-naphthalen-1-yl)-2-(tetrahydro-furan-3-ylamino)quinazolin-4-yl)piperazin-1-yl)prop-2-en-1-one